3-amino-6-(2-((2S,3R)-3-fluoro-2-methylazetidin-1-yl)-6,7-dihydro-5H-cyclopenta[d]pyrimidin-4-yl)-2,3-dihydrobenzo[b]thiophene 1,1-dioxide NC1C2=C(S(C1)(=O)=O)C=C(C=C2)C=2C1=C(N=C(N2)N2[C@H]([C@@H](C2)F)C)CCC1